2-(methylthio)-4-(trifluoromethoxy)pyrimidine CSC1=NC=CC(=N1)OC(F)(F)F